B(F)(F)F.C(CCC)N1CN(C=C1)C 1-butyl-3-methylimidazole boron fluoride salt